OC1=C(C(N(C=C1)C)=O)NC(N[C@@H](CC(=O)O)C1=CC(=CC=C1)OC1=CC=CC=C1)=O (S)-3-(3-(4-hydroxy-1-methyl-2-oxo-1,2-dihydropyridin-3-yl)ureido)-3-(3-phenoxyphenyl)propanoic acid